3-(5-(3-benzhydryl-3,8-diazabicyclo[3.2.1]oct-8-yl)-1-oxoisoindolin-2-yl)piperidine-2,6-dione C(C1=CC=CC=C1)(C1=CC=CC=C1)N1CC2CCC(C1)N2C=2C=C1CN(C(C1=CC2)=O)C2C(NC(CC2)=O)=O